FC1=C(C=C(C=C1)B1OC(C(O1)(C)C)(C)C)NC(C=C)=O N-(2-fluoro-5-(4,4,5,5-tetramethyl-1,3,2-dioxaborolan-2-yl)phenyl)acrylamide